3-(4-(2-amino-2-((1R,3s,5S)-6,6-difluorobicyclo[3.1.0]hexan-3-yl)acetamido)phenyl)-4-chloro-2-methylpyridine 1-oxide hydrochloride Cl.NC(C(=O)NC1=CC=C(C=C1)C=1C(=[N+](C=CC1Cl)[O-])C)C1C[C@H]2C([C@H]2C1)(F)F